tert-butyl N-[(3S)-1-[2-chloro-5-[1-[(3S)-tetrahydrofuran-3-yl]pyrazol-4-yl]-4-pyridyl]-3-piperidyl]carbamate ClC1=NC=C(C(=C1)N1C[C@H](CCC1)NC(OC(C)(C)C)=O)C=1C=NN(C1)[C@@H]1COCC1